O=C1NC(CCC1N1C(C2=CC=CC(=C2C1=O)NCC(=O)NCCOCCN1CCC(CC1)NC(OC(C)(C)C)=O)=O)=O tert-butyl (1-(2-(2-(2-((2-(2,6-dioxopiperidin-3-yl)-1,3-dioxoisoindolin-4-yl)amino)acetamido)ethoxy)ethyl)piperidin-4-yl)carbamate